C(CCCCCCC(=O)[O-])(=O)OC(C)(C)C.[Ag+] silver mono-tert-butyl suberate